FC1(OC2=C(O1)C=CC(=C2)N2C=NC(=C2)NC=2C1=C(N=C(N2)N2[C@@H](CCC2)CO)C=CO1)F (S)-(1-(4-(1-(2,2-difluorobenzo[d][1,3]dioxol-5-yl)-1H-imidazol-4-ylamino)furo[3,2-d]pyrimidin-2-yl)pyrrolidin-2-yl)methanol